(1S,3s)-3-((R)-3-(1-(7-(((R)-1-(2,4-dichlorophenyl)ethyl)amino)-[1,2,4]triazolo[1,5-a]pyrimidin-5-yl)azetidin-3-yl)piperidin-1-yl)-1-methylcyclobutane ClC1=C(C=CC(=C1)Cl)[C@H](C)NC1=CC(=NC=2N1N=CN2)N2CC(C2)[C@H]2CN(CCC2)C2CC(C2)C